NC1(CC(C(C=C1)C=CC1=CC=CC=C1)(S(=O)(=O)O)S(=O)(=O)O)N.C1(=CC=C2C=CC=CC=C12)S(=O)(=O)O azulenesulfonic acid (4,4-diaminostilbene-2,2-disulfonate)